Cl.C(C)OCCON O-(2-Ethoxyethyl)hydroxylamine hydrochloride